6-Benzyl-3-(3-methylbenzyl)-1,2,3,4,6,8,9,10-octahydro-5H-pyrido[3,4-e]pyrimido[1,2-a]pyrimidin-5-one C(C1=CC=CC=C1)N1C=2N(C3=C(C1=O)CN(CC3)CC3=CC(=CC=C3)C)CCCN2